CC1=C(C=CC=C1)CCCC[Te] (o-methylphenyl)n-butyltellurium